phenyl-(1-(5-(trifluoromethyl)-1H-pyrazol-1-yl)cyclohexyl)methanone C1(=CC=CC=C1)C(=O)C1(CCCCC1)N1N=CC=C1C(F)(F)F